FC(C=1N=C(SC1)N)(F)F 4-(trifluoromethyl)-1,3-thiazol-2-amine